benzyl (6-(hydroxymethyl)spiro[3.3]heptan-2-yl)carbamate OCC1CC2(CC(C2)NC(OCC2=CC=CC=C2)=O)C1